C(C1=CC=CC=C1)OC=1C(=NC(=CC1)Br)C1OCCO1 3-(benzyloxy)-6-bromo-2-(1,3-dioxolan-2-yl)pyridine